ClC1=CC=C(OCC2=NN=C(S2)N)C=C1 5-[(4-chlorophenoxy)methyl]-1,3,4-thiadiazol-2-amine